NC1=C(C=CC(=C1)NCC1=CC=C(C=C1)O)NC(C(C(CCCCCCC)F)F)=O N-(2-amino-4-((4-hydroxybenzyl)amino)phenyl)-2,3-difluorodecanamide